bis-(N,N-diethylaminoethyl) adipate C(CCCCC(=O)OCCN(CC)CC)(=O)OCCN(CC)CC